O1C(=O)C(C(C2=CC=CC=C12)C1=CC=CC=C1)=O neoflavonone